2-((4-(5-(3-fluoropyrrolidin-1-yl)pyridin-3-yl)-1H-1,2,3-triazol-1-yl)methyl)imidazo[1,2-a]pyridine-6-formaldehyde FC1CN(CC1)C=1C=C(C=NC1)C=1N=NN(C1)CC=1N=C2N(C=C(C=C2)C=O)C1